2-[3-(benzyloxy)-5-(6-fluoropyridin-3-yl)-1H-pyrazol-1-yl]pyrazine C(C1=CC=CC=C1)OC1=NN(C(=C1)C=1C=NC(=CC1)F)C1=NC=CN=C1